3,4-diamino-5-fluoro-benzonitrile NC=1C=C(C#N)C=C(C1N)F